rac-(5s,7s)-2-[(R)-ethylsulfinyl]-7-fluoro-5-phenyl-6,7-dihydro-5H-pyrrolo[1,2-b][1,2,4]triazole C(C)[S@@](=O)C=1N=C2N(N1)[C@@H](C[C@@H]2F)C2=CC=CC=C2 |&1:9,11|